4-(6-Chloro-2-methoxy-pyridin-3-ylamino)-N-(2-hydroxy-ethyl)-benzamide ClC1=CC=C(C(=N1)OC)NC1=CC=C(C(=O)NCCO)C=C1